ClC=1SC(=CC1Cl)Cl 2,3,5-trichlorothiophene